4-((3-chlorobenzyl)amino)-6-(3,5-dimethylisoxazol-4-yl)-N-((1-methyl-1H-pyrazol-4-yl)methyl)quinazoline-2-carboxamide ClC=1C=C(CNC2=NC(=NC3=CC=C(C=C23)C=2C(=NOC2C)C)C(=O)NCC=2C=NN(C2)C)C=CC1